C(C=C)[B] allylboron